BrC1=C(C=C(C=C1)C1CN(CC1)C(=O)OC(C)(C)C)F tert-butyl 3-(4-bromo-3-fluorophenyl)pyrrolidine-1-carboxylate